OC1=C(C=CC=C1)OC(C=C)=O acrylic acid hydroxyphenyl ester